6-[5-[1-benzyloxy-1-(trifluoromethyl)pent-4-enyl]-1,3,4-oxadiazol-2-yl]-N-but-3-enyl-N-cyclobutyl-5-nitro-3-(trifluoromethyl)pyridin-2-amine C(C1=CC=CC=C1)OC(CCC=C)(C(F)(F)F)C1=NN=C(O1)C1=C(C=C(C(=N1)N(C1CCC1)CCC=C)C(F)(F)F)[N+](=O)[O-]